FC(OC1=NN(C=C1F)C1=NC2=CC(=NC=C2C=C1)CN)F (2-(3-(difluoromethoxy)-4-fluoro-1H-pyrazol-1-yl)-1,6-naphthyridin-7-yl)methylamine